O.C1(=CC=C(C=C1)C(=O)C(C(C(=O)O)(O)C(=O)C1=CC=C(C=C1)C)(O)C(=O)O)C di-p-toluoyltartaric acid monohydrate